bis(1-octyl oxy-2,2,6,6-tetramethyl 4-piperidyl) sebacate C(CCCCCCCCC(=O)OC1CC(N(C(C1)(C)C)OCCCCCCCC)(C)C)(=O)OC1CC(N(C(C1)(C)C)OCCCCCCCC)(C)C